N-[(1S,3R)-2,2-dimethyl-3-{[5-(5-oxo-4,5-dihydro-1,3,4-oxadiazol-2-yl)-2-(trifluoromethyl)anilino]methyl}cyclobutyl]acetamide CC1([C@H](C[C@H]1CNC1=C(C=CC(=C1)C=1OC(NN1)=O)C(F)(F)F)NC(C)=O)C